5-(4-fluorophenyl)-N-[4-methyl-3-[[3-(9H-purin-6-yl)-2-pyridyl]amino]phenyl]-2-methylsulfinyl-thiazole-4-carboxamide FC1=CC=C(C=C1)C1=C(N=C(S1)S(=O)C)C(=O)NC1=CC(=C(C=C1)C)NC1=NC=CC=C1C1=C2N=CNC2=NC=N1